4-Chloro-8-methoxy-6-(1-methyl-1H-pyrazol-3-yl)quinazoline ClC1=NC=NC2=C(C=C(C=C12)C1=NN(C=C1)C)OC